C(OC1=C(C=C(C=C1)[N+](=O)[O-])C(C)Cl)([O-])=O 1-chloroethyl-p-nitrophenyl carbonate